C(C)(C)(C)N1CC(C1)/C=N/S(=O)(=O)C(C)(C)C tert-butyl-3-[(1E)-[(2-methylpropane-2-sulfonyl)imino]methyl]azetidine